N-(6-morpholinyl-1-phenyl-1H-pyrazolo[3,4-d]pyrimidin-4-yl)-5-nitrothiophene-2-carboxamide N1(CCOCC1)C1=NC(=C2C(=N1)N(N=C2)C2=CC=CC=C2)NC(=O)C=2SC(=CC2)[N+](=O)[O-]